5-(1H-indole-2-carbonyl)-N-methyl-N-(1-(oxazol-4-yl)cyclopropyl)-4,5,6,7-tetrahydroisoxazolo[4,5-c]pyridine-3-carboxamide N1C(=CC2=CC=CC=C12)C(=O)N1CC2=C(CC1)ON=C2C(=O)N(C2(CC2)C=2N=COC2)C